methyl 3-methyl-4-oxopentanoate CC(CC(=O)OC)C(C)=O